styrene-styrenesulfonate salt C(=CC1=CC=CC=C1)S(=O)(=O)O.C=CC1=CC=CC=C1